3-bromo-1-(3-chloropyridin-2-yl)-N-(2-bromo-4-chloro-6-(ethylcarbamyl)phenyl)-N-methyl-1H-pyrazole-5-carboxamide BrC1=NN(C(=C1)C(=O)N(C)C1=C(C=C(C=C1C(NCC)=O)Cl)Br)C1=NC=CC=C1Cl